(1S,3R)-3-[6-chloro-2-(pyridin-2-yl)imidazo[4,5-c]pyridin-3-yl]cyclohexan-1-amine ClC1=CC2=C(C=N1)N(C(=N2)C2=NC=CC=C2)[C@H]2C[C@H](CCC2)N